FC([C@H](N)C=1C=C(C2=C(N=C(O2)C=2C=C(C=CC2)C2=C(C=C(C=C2)F)C2=NN=CN2C)C1)F)(F)F |r| rac-2,2,2-Trifluoro-1-(7-fluoro-2-(4'-fluoro-2'-(4-methyl-4H-1,2,4-triazol-3-yl)-[1,1'-biphenyl]-3-yl)benzo[d]oxazol-5-yl)ethan-1-amine